S(=O)(=O)(O)C(C(=O)O)CCCCCCCCCC 2-sulfododecanoic acid